4-methoxy-N-((3S)-5-methyl-1-(1-(methylsulfinyl)-N-(((S)-2-oxopyrrolidin-3-yl)methyl)methanamido)-2-oxohexan-3-yl)-1H-indole-2-carboxamide COC1=C2C=C(NC2=CC=C1)C(=O)N[C@H](C(CN(C(=O)S(=O)C)C[C@H]1C(NCC1)=O)=O)CC(C)C